NC1=NNC=N1 amino-1,2,4-triazole